CN1N=CC(=N1)C1=CC=C(CNC2=NC=NC(=C2)C2=CN=C3N2C=CC(=C3)N3CCCC3)C=C1 [4-(2-methyl-2H-[1,2,3]triazol-4-yl)-benzyl]-[6-(7-pyrrolidin-1-yl-imidazo[1,2-a]pyridin-3-yl)-pyrimidin-4-yl]-amine